BrC1=CC(=C(OC2=NC(=NC(=C2)C(F)(F)F)N)C(=C1)F)F 4-(4-bromo-2,6-difluoro-phenoxy)-6-(trifluoromethyl)pyrimidin-2-amine